C(C)(C)(C)OC(=O)N1[C@H](CNC[C@H]1C)C.BrC1=CC(=C(CN2C(N(CCC2)C2=CC(=C(C=C2)OC)OCCCCC)=O)C=C1)OC 1-(4-bromo-2-methoxybenzyl)-3-(4-methoxy-3-(pentyloxy)phenyl)tetrahydropyrimidin-2(1H)-one tert-butyl-(2S,6R)-2,6-dimethylpiperazine-1-carboxylate